FC1=C(CN2C=NN(C2=O)C2=CC(=C(OC3=C(N=CS3)C(=O)OC)C=C2)F)C(=CC=C1)F methyl 5-(4-(4-(2,6-difluorobenzyl)-5-oxo-4,5-dihydro-1H-1,2,4-triazol-1-yl)-2-fluorophenoxy)thiazole-4-carboxylate